CC1=CC=C(C=N1)[Mg]Br (6-methylpyridin-3-yl)magnesium bromide